rac-(3aS,6aS)-1-(6-chloropyridazin-3-yl)-3,3a,4,5,6,6a-hexahydro-2H-pyrrolo[2,3-c]pyrrole ClC1=CC=C(N=N1)N1CC[C@@H]2[C@H]1CNC2 |r|